(3R,4R)-3-fluoro-N-[5-fluoro-7-(2-methylpropyl)imidazo[4,3-f][1,2,4]triazin-2-yl]-1-methanesulfonylpiperidin-4-amine F[C@@H]1CN(CC[C@H]1NC1=NN2C(C=N1)=C(N=C2CC(C)C)F)S(=O)(=O)C